3,3-dimethylcyclopent-1-ene-1-carbaldehyde CC1(C=C(CC1)C=O)C